6-[(3S)-3-(cyanomethyl)piperazin-1-yl]-N-(3-methoxy-1-naphthyl)-2-[(2-methylpyrazol-3-yl)methylamino]pyrimidine-4-carboxamide C(#N)C[C@H]1CN(CCN1)C1=CC(=NC(=N1)NCC=1N(N=CC1)C)C(=O)NC1=CC(=CC2=CC=CC=C12)OC